CC1=C(OC=2CCC3=CN(N=C3C21)CC2=NC=CC=C2)C(=O)NC[C@H]2COCC2 8-methyl-2-(pyridin-2-ylmethyl)-N-[(3S)-tetrahydrofuran-3-ylmethyl]-4,5-dihydro-2H-furo[2,3-g]indazole-7-carboxamide